C(C)OC1=CC=C(C=C1)C=1SC=C(N1)C(=O)OC(C)(C)C tert-Butyl 2-(4-ethoxyphenyl)thiazole-4-carboxylate